N-(tert-butyl)-3-phenylprop-2-en-1-amine C(C)(C)(C)NCC=CC1=CC=CC=C1